BrC=1N=C(C(=NC1)N(C(OC(C)(C)C)=O)C(=O)OC(C)(C)C)OC tert-butyl N-(5-bromo-3-methoxypyrazin-2-yl)-N-(tert-butoxycarbonyl)carbamate